C[C@@]([C@]([C@@]([C@](C(=O)Br)(O)C(C)=O)(O)C(C)=O)(O)C(C)=O)(O)CO methyl-triacetyl-bromoglucose